Cl.Cl.C1(=CC=CC=C1)N=NC(C#N)(CC(C)(C)OC)C 2-phenylazo-4-methoxy-2,4-dimethylvaleronitrile, dihydrochloride